(R)-benzyl 2-((tert-butoxycarbonyl)amino)-3-(((2-(trimethylsilyl)ethoxy)carbonyl)amino)propanoate C(C)(C)(C)OC(=O)N[C@@H](C(=O)OCC1=CC=CC=C1)CNC(=O)OCC[Si](C)(C)C